NC1=C(C(=CC=C1[N+](=O)[O-])OC)C(=O)N1CCCC2=CC=CC=C12 (2-amino-6-methoxy-3-nitrophenyl)(3,4-dihydroquinolin-1(2H)-yl)methanone